1,8-dihydroxy-9,10-anthraquinone-2,7-disulfonic acid disodium salt [Na+].[Na+].OC1=C(C=CC=2C(C3=CC=C(C(=C3C(C12)=O)O)S(=O)(=O)[O-])=O)S(=O)(=O)[O-]